FC(OCC1CC(C1)O)F (1S,3s)-3-((difluoromethoxy)methyl)cyclobutanol